(R)-1-(3-(Difluoromethoxy)phenyl)-3-isopropyl-N-(3-methyl-1,1-dioxidotetrahydrothiophen-3-yl)-2-oxo-2,3-dihydro-1H-benzo[d]imidazole-5-carboxamide FC(OC=1C=C(C=CC1)N1C(N(C2=C1C=CC(=C2)C(=O)N[C@]2(CS(CC2)(=O)=O)C)C(C)C)=O)F